C(C1=CC=CC=C1)SC=1C(=NC=C(C1)Br)N 3-(benzylsulfanyl)-5-bromopyridin-2-amine